C1=C2C(=C3N(C2=CC=C1)CCCC3)C3=NC(=NC=C3)N 4-(6,7,8,9-tetrahydropyrido[1,2-a]indol-10-yl)-pyrimidin-2-amine